ClC1=C2C(=C(N=C1F)OC)C=1CN(CCC1N2)C(CO)=O 1-(6-chloro-7-fluoro-9-methoxy-1,3,4,5-tetrahydro-2H-pyrrolo[3,2-c:4,5-c']dipyridin-2-yl)-2-hydroxyethan-1-one